2-phenyl-4-(diphenylphosphono)-4H-chromene C1(=CC=CC=C1)C=1OC2=CC=CC=C2C(C1)P(=O)(OC1=CC=CC=C1)OC1=CC=CC=C1